C1(=CC=CC=C1)C1=CC2(CC3(C(O2)C2=CC=CC=C2C3)CC#C)OC1=O 4-phenyl-3a'-(prop-2-yn-1-yl)-3',3a',4',8b'-tetrahydro-5H-spiro[furan-2,2'-indeno[1,2-b]furan]-5-one